4-(3,4-dimethoxybenzyl)-3-(4-hydroxy-3-methoxybenzyl)-5-methyldihydrofuran-2(3H)-one COC=1C=C(CC2C(C(OC2C)=O)CC2=CC(=C(C=C2)O)OC)C=CC1OC